COC1=C(C=NC=C1)C1=CC2=C(C(=N1)C)C=NN2C2=CC(=CC(=N2)N2CC1(CCOC1)CC2)N2[C@@H]([C@H](C2)CS(=O)(=O)C)C 7-(6-(6-(4-methoxypyridin-3-yl)-4-methyl-1H-pyrazolo[4,3-c]pyridin-1-yl)-4-((2R,3S)-2-methyl-3-((methylsulfonyl)methyl)azetidin-1-yl)pyridin-2-yl)-2-oxa-7-azaspiro[4.4]nonane